C(C)(C)(C)SSC(C)(C)C di-tert-butyldisulfide